2-(4-amino-1-(tert-butyl)-1H-pyrazolo[3,4-d]pyrimidin-3-yl)-3-chloro-1H-indole-6-carbaldehyde NC1=C2C(=NC=N1)N(N=C2C=2NC1=CC(=CC=C1C2Cl)C=O)C(C)(C)C